2-methyl-3-(1-methyl-1H-pyrazol-4-yl)quinoline-6-carboxylic acid CC1=NC2=CC=C(C=C2C=C1C=1C=NN(C1)C)C(=O)O